4,5-benzoquinone C=1C=CC(C(C1)=O)=O